C(C=C(C)C)CC(=O)[O-] PRENYLACETAT